C1(CCCCC1)C[C@@H](C(=O)OC)NC(=O)N1CCC2=CC=CC=C12 methyl (S)-3-cyclohexyl-2-(indoline-1-carboxamido)propanoate